BrC1=C(C=C(C=C1)CO)OCOC 4-bromo-(3-(methoxymethoxy)phenyl)methanol